BrC1=CC2=C(N=CN=C2N2CCN(CC2)CC=2C=C3CN(C(C3=CC2)=O)C2C(NC(CC2)=O)=O)S1 3-(5-((4-(6-bromothieno[2,3-d]pyrimidin-4-yl)piperazin-1-yl)methyl)-1-oxoisoindolin-2-yl)piperidine-2,6-dione